FC=1C(=NC=CC1C)[C@@H](CCOC)N1C[C@@H](N([C@@H](C1)C)C(C(C)C)=O)C(=O)NCC1=CC=C(C=C1)N1N=CC(=N1)C (2R,6R)-4-((R)-1-(3-fluoro-4-methylpyridin-2-yl)-3-methoxypropyl)-1-isobutyryl-6-methyl-N-(4-(4-methyl-2H-1,2,3-triazol-2-yl)benzyl)piperazine-2-carboxamide